FC1(CC(C1)C=1C=C(N2C1C1=CC(=C(C=C1CC2)OC)C=2N=NN(N2)C)C(=O)N2[C@](CCC2)(C#N)C)F (R)-1-(1-(3,3-difluorocyclobutyl)-8-methoxy-9-(2-methyl-2H-tetrazol-5-yl)-5,6-dihydropyrrolo[2,1-a]isoquinoline-3-carbonyl)-2-methylpyrrolidine-2-carbonitrile